Cl.CN(C1CCN(CC1)C(CCCC=1N=C(N(C1)C1=CC=CC=C1)C1=C(C(=O)N)C=CC=C1C=1C=NN(C1)C)=O)C (4-(4-(4-(dimethylamino)piperidin-1-yl)-4-oxobutyl)-1-phenyl-1H-imidazol-2-yl)-3-(1-methyl-1H-pyrazol-4-yl)benzamide hydrochloride